3-bromo-5-chloro-7-iodofuro[3,2-b]pyridine BrC1=COC=2C1=NC(=CC2I)Cl